1-(4,4-dimethylcyclohexyl)ethyl propanoate C(CC)(=O)OC(C)C1CCC(CC1)(C)C